CC1=C(C=C(C(=C1)F)Br)NS(=O)(=O)C1=C(C(=O)O)C=C(C=C1)NS(=O)(=O)C1=CC(=CC(=C1)Cl)Cl 2-(N-(2-methyl-4-fluoro-5-bromophenyl)sulfamoyl)-5-(3,5-dichlorophenylsulfonylamino)benzoic acid